2-(3-(Ethylamino)-2-(methoxymethoxy)phenyl)acetic acid ethyl ester C(C)OC(CC1=C(C(=CC=C1)NCC)OCOC)=O